CN([C@H]1CCCC=2C=CC=NC12)C[C@H]1N(CCNC1)C(=O)OCC1=CC=CC=C1 Benzyl (S)-2-((methyl((S)-5,6,7,8-tetrahydroquinolin-8-yl)amino)methyl)piperazine-1-carboxylate